Methyl (R)-2-((4-((2-(3-fluorophenyl)-2-hydroxyethyl)amino)-4-methylpiperidin-1-yl)sulfonyl)acetate hydrochloride Cl.FC=1C=C(C=CC1)[C@H](CNC1(CCN(CC1)S(=O)(=O)CC(=O)OC)C)O